1-(2,2-difluorovinyl)-2-methylbenzene FC(=CC1=C(C=CC=C1)C)F